tert-butyl (2S,4R)-2-(((S)-1-(5-(2,6-difluorophenyl)pyridin-2-yl)ethyl)carbamoyl)-4-hydroxypyrrolidine-1-carboxylate FC1=C(C(=CC=C1)F)C=1C=CC(=NC1)[C@H](C)NC(=O)[C@H]1N(C[C@@H](C1)O)C(=O)OC(C)(C)C